N-((1R,2S)-2-Acrylamidocyclohexyl)-4-oxo-5-(4-(pyridin-2-yloxy)phenyl)-4,5-dihydro-3H-1-thia-3,5,8-triazaacenaphthylene-2-carboxamide C(C=C)(=O)N[C@@H]1[C@@H](CCCC1)NC(=O)C=1SC=2N=CC=C3N(C(NC1C23)=O)C2=CC=C(C=C2)OC2=NC=CC=C2